5-amino-8-(furan-2-yl)-2-oxothiazolo[5,4-e][1,2,4]triazolo[1,5-c]pyrimidin NC1=NC2=C(C=3N1N=C(N3)C=3OC=CC3)SC(N2)=O